FC1=C(C=CC(=C1)C)/C=C/C(=O)C1=C(C2=C(NC1=O)SC=C2)C (E)-5-(3-(2-fluoro-4-methylphenyl)acryloyl)-4-methylthieno[2,3-b]pyridin-6(7H)-one